(R)-N-(1-(3-(3-fluorophenyl)-1,2,4-oxadiazol-5-yl)ethyl)-1-methyl-3-(trifluoromethyl)-1H-pyrazole-5-carboxamide FC=1C=C(C=CC1)C1=NOC(=N1)[C@@H](C)NC(=O)C1=CC(=NN1C)C(F)(F)F